NC1=NNC2=CC=C(C=C12)C1=C2C(=NC=C1)NC(=C2)C2=CC(N(C=C2)CC2=CC(=CC=C2)CN2CCCCC2)=O 4-(4-(3-Amino-1H-indazol-5-yl)-1H-pyrrolo[2,3-b]pyridin-2-yl)-1-(3-(piperidin-1-ylmethyl)benzyl)pyridin-2(1H)-one